The molecule is a arsenic molecular entity that consists of a single arsenic atom bearing three chloro substituents. It has a role as a genotoxin. It is an arsenic molecular entity and a pnictogen halide. Cl[As](Cl)Cl